ClC=1C=CC=C2C=CC=C(C12)N1CC=2N=C(N=C(C2CC1)N1C[C@@H](N(CC1)C(\C=C\CO)=O)CC#N)OC[C@H]1N(CCC1)C 2-[(2S)-4-[7-(8-chloro-1-naphthyl)-2-[[(2S)-1-methylpyrrolidin-2-yl]methoxy]-6,8-dihydro-5H-pyrido[3,4-d]pyrimidin-4-yl]-1-[(E)-4-hydroxybut-2-enoyl]piperazin-2-yl]acetonitrile